C1(=CC=CC=C1)NC(=O)N(CC)CC N-phenyl-N',N'-diethylurea